C2-ethanal CC=O